C(C)[C@H]1N(C[C@@H]2N(C1)C(N(C2)C2(CCC2)C(F)(F)F)=O)C=2C(=NC(=CC2)C2=C(C=CC=C2)OCC)C(=O)O 3-[(6R,8aS)-6-ethyl-3-oxo-2-[1-(trifluoromethyl)cyclobutyl]-5,6,8,8a-tetrahydro-1H-imidazo[1,5-a]pyrazin-7-yl]-6-(2-ethoxyphenyl)pyridine-2-carboxylic acid